3-methyl-4-(2,2,2-trifluoroacetyl)piperazine-1-carboxylic acid tert-butyl ester C(C)(C)(C)OC(=O)N1CC(N(CC1)C(C(F)(F)F)=O)C